8-((4-(Dimethylamino)butanoyl)oxy)-14-((N-hexanoyl-N-methylglycyl)oxy)-1,15-bis-(hexylthio)pentadecan-2-yl decanoate C(CCCCCCCCC)(=O)OC(CSCCCCCC)CCCCCC(CCCCCC(CSCCCCCC)OC(CN(C)C(CCCCC)=O)=O)OC(CCCN(C)C)=O